CC1=CN2C(C=3N(CCOC3C(=N2)NC2CCC(CC2)(O)C)C)=N1 4-(2,9-Dimethyl-8,9-dihydro-7H-6-oxa-1,3a,4,9-tetraaza-cyclopenta[a]naphthalen-5-ylamino)-1-methyl-cyclohexanol